ONN(N)C(C/C=C/C1=NC(=CC=C1)OC)=O (E)-2-(hydroxyamino)-N'-((6-methoxypyridin-2-yl)methylene)propionyl-hydrazine